2-methyl-4-((3,5-dicyclohexylphenyl)(methyl)amino)-benzoic acid CC1=C(C(=O)O)C=CC(=C1)N(C)C1=CC(=CC(=C1)C1CCCCC1)C1CCCCC1